C(C)[C@@]1(C(N(C(N1)=O)C=1C=NC(=CC1)OC=1C=C2C(=CC1)COC21CCCC1)=O)C (5R)-5-ethyl-5-methyl-3-(6-spiro[1H-isobenzofuran-3,1'-cyclopentane]-5-yloxy-3-pyridinyl)imidazolidine-2,4-dione